tert-butyl (3-(4-aminopyrimidin-2-yl)oxetan-3-yl)carbamate NC1=NC(=NC=C1)C1(COC1)NC(OC(C)(C)C)=O